O1C2=C(OCC1)C=C(C=C2)OCC(=O)N(CC=2SC=CC2)C2=CC=CC=C2 2-(2,3-dihydrobenzo[b][1,4]dioxin-6-yloxy)-N-phenyl-N-(thiophen-2-ylmethyl)acetamide